5-(benzo[d][1,3]dioxol-5-yl)-1,3,4-oxadiazol-2-amine O1COC2=C1C=CC(=C2)C2=NN=C(O2)N